[Cl-].C[N+](C)(C)C12CC3CC(CC(C1)C3)C2 N,N,N-trimethyladamantylammonium chloride